C(C1=CC=CC=C1)OC1=C(C=C(C=C1)F)C12N(CCC2C1)C(=O)OC(C)(C)C tert-Butyl 1-(2-(benzyloxy)-5-fluorophenyl)-2-azabicyclo[3.1.0]hexane-2-carboxylate